N[C@@H](C(C)(C)C)C1=CC(=C2CN(C(C2=C1)=O)C1=CC(=CC=C1)C1(CC(C1)OC)C1=NN=CN1C)C(F)(F)F 6-((S)-1-amino-2,2-dimethylpropyl)-2-(3-((1r,3S)-3-methoxy-1-(4-methyl-4H-1,2,4-triazol-3-yl)cyclobutyl)phenyl)-4-(trifluoromethyl)isoindolin-1-one